N1N=CC2=CC(=CC=C12)C#CC1=C(C=CC=2C(=NOC21)NC2=CC(=CC=C2)OC)C 7-((1H-indazol-5-yl)ethynyl)-N-(3-methoxyphenyl)-6-methylbenzo[d]isoxazol-3-amine